6-Fluoro-N-[4-fluoro-2-methyl-5-(2-methyltetrazol-5-yl)phenyl]pyrazolo[1,5-a]pyridine-3-carboxamide FC=1C=CC=2N(C1)N=CC2C(=O)NC2=C(C=C(C(=C2)C=2N=NN(N2)C)F)C